1-(2-bromo-5-benzyloxybenzyl)-6-methoxy-3,4-dihydro-2-isoquinolinecarboxylic acid benzyl ester C(C1=CC=CC=C1)OC(=O)N1C(C2=CC=C(C=C2CC1)OC)CC1=C(C=CC(=C1)OCC1=CC=CC=C1)Br